[I-].OC1=CC=C(C=C1)C1=C(C=CC=2[SH+]C3=C(C21)C=CC=C3)C(C3=CC=C(C=C3)OC)=O 4-hydroxyphenyl-2-[(4-methoxy)benzoyl]dibenzothiophenium iodide